C(C=C)(=O)N1[C@H](CN(C[C@H]1C)C1=NC(N2C3=C(C(=C(C=C13)C(F)(F)F)C1=CC=C(C=C1)F)SC[C@H](C2)N2CCOCC2)=O)C (S)-8-((3S,5R)-4-acryloyl-3,5-dimethylpiperazin-1-yl)-11-(4-fluorophenyl)-3-morpholino-10-(trifluoromethyl)-3,4-dihydro-2H,6H-[1,4]thiazepino[2,3,4-ij]quinazolin-6-one